C1(=CC=CC=C1)C=CC1=CC[C@H]2[C@@H]1C(OC=C2C(=O)OC)O Methyl (4aS,7aS)-7-(2-phenylethenyl)-1-hydroxy-1,4a,5,7a-tetrahydrocyclopenta[c]pyran-4-carboxylate